(S)-2,3-dimethyl-6-(2-(2-methylpyridin-4-yl)morpholino)-8-(2,4,5-trifluorophenyl)pyrido[3,4-d]pyrimidin-4(3H)-one CC=1N(C(C2=C(N1)C(=NC(=C2)N2C[C@@H](OCC2)C2=CC(=NC=C2)C)C2=C(C=C(C(=C2)F)F)F)=O)C